ClC1=C(C=C(C=C1)[C@@]1(O[C@@H]([C@H]([C@@H]([C@H]1O)O)O)CO)OC)CC1=CC=C(C=C1)OCC (2S,3R,4S,5S,6R)-2-(4-chloro-3-(4-ethoxybenzyl)phenyl)-6-(hydroxymethyl)-2-methoxytetrahydro-2H-pyran-3,4,5-triol